tert-butyl 4-[5-[3-[3-[[ethyl(methyl)sulfamoyl]amino]-2,6-difluoro-benzoyl]-1-trityl-pyrrolo[2,3-b]pyridin-5-yl]pyrazin-2-yl]piperazine-1-carboxylate C(C)N(S(=O)(=O)NC=1C(=C(C(=O)C2=CN(C3=NC=C(C=C32)C=3N=CC(=NC3)N3CCN(CC3)C(=O)OC(C)(C)C)C(C3=CC=CC=C3)(C3=CC=CC=C3)C3=CC=CC=C3)C(=CC1)F)F)C